ClC1=CC(=C(C(=O)N[C@H](C)C2=CC=CC=C2)C=C1[N+](=O)[O-])F (R)-4-chloro-2-fluoro-5-nitro-N-(1-phenylethyl)benzamide